C(C)(C)(C)O[Si](OC(C)(C)C)(OC(C)(C)C)CCCSSCCC[Si](OC(C)(C)C)(OC(C)(C)C)OC(C)(C)C bis(tri-tert-butoxysilylpropyl) disulfide